CYCLOHEXENE-1,2-DIOL C1(=C(CCCC1)O)O